2-[6-[(E)-2-(aminomethyl)-3-fluoro-allyloxy]-1-oxo-3,4-dihydroisoquinolin-2-yl]-N-tert-butyl-acetamide hydrochloride Cl.NC/C(/COC=1C=C2CCN(C(C2=CC1)=O)CC(=O)NC(C)(C)C)=C\F